N[C@H](C(=O)N[C@H](C(=O)OC(C)C)CCC(C=[N+]=[N-])=O)CC1=CNC2=CC=CC=C12 Isopropyl (S)-2-((S)-2-amino-3-(1H-indol-3-yl)propanamido)-6-diazo-5-oxohexanoate